3-oxo-2,8-diazaspiro[4.5]decane-8-carboxylic acid tert-butyl ester C(C)(C)(C)OC(=O)N1CCC2(CC(NC2)=O)CC1